(E)-N-(2-cyclopentylethyl)-2-methylprop-2-en-1-imine C1(CCCC1)CC/N=C/C(=C)C